C(C)(=O)C1(C(C1)C=C)C(=O)NC1=CC=C(C=C1)C 1-acetyl-N-(4-methyl-phenyl)-2-vinyl-cyclopropane-1-formamide